The molecule is a D-fructofuranose 1,6-bisphosphate with an alpha-configuration at the anomeric position. It derives from an alpha-D-fructofuranose. It is a conjugate acid of an alpha-D-fructofuranose 1,6-bisphosphate(4-). C([C@@H]1[C@H]([C@@H]([C@@](O1)(COP(=O)(O)O)O)O)O)OP(=O)(O)O